BrCC1=C(C(N=C(N1)C1=NC=C(C=C1F)F)C1=C(C=C(C=C1)F)Cl)C(=O)OC methyl 6-(bromomethyl)-4-(2-chloro-4-fluorophenyl)-2-(3,5-difluoropyridin-2-yl)-1,4-dihydropyrimidine-5-carboxylate